2-(Benzyloxy)-6-(((3,4-dihydroxy-4-(hydroxymethyl)tetrahydrofuran-2-yl)oxy)methyl)tetrahydro-2H-pyran-3,4,5-triol C(C1=CC=CC=C1)OC1OC(C(C(C1O)O)O)COC1OCC(C1O)(CO)O